NC1=C2C(=NC=N1)N(N=C2C2=CC=C(C=C2)OC2=CC=CC=C2)[C@H]2CN(CCC2)C(C=C)=O 1-{(3R)-3-[4-amino-3-(4-phenoxyphenyl)-1H-pyrazolo[3,4-d]pyrimidin-1-yl]piperidin-1-yl}prop-2-en-1-one